ClC1=C(C=CC=C1C=1C=CC=C2C(=NNC12)I)C1=CC=C(C(=N1)OC)CN(C(OC(C)(C)C)=O)C[C@@H]1C[C@@H](C1)O tert-butyl ((6-(2-chloro-3-(3-iodo-1H-indazol-7-yl)phenyl)-2-methoxypyridin-3-yl)methyl)((cis-3-hydroxycyclobutyl)methyl)carbamate